(3R)-3-(4-Chlorophenyl)-2-[(5-chloropyridin-2-yl)methyl]-6-[1-hydroxy-1-(pyrimidin-5-yl)ethyl]-3-methoxy-2,3-dihydro-1H-isoindol-1-on ClC1=CC=C(C=C1)[C@@]1(N(C(C2=CC(=CC=C12)C(C)(C=1C=NC=NC1)O)=O)CC1=NC=C(C=C1)Cl)OC